2-[(2R)-2-[[4-amino-3-(2-fluoro-4-phenoxy-phenyl)pyrazolo[3,4-d]pyrimidin-1-yl]methyl]pyrrolidine-1-carbonyl]-4-methyl-4-(1-piperidyl)pent-2-enenitrile NC1=C2C(=NC=N1)N(N=C2C2=C(C=C(C=C2)OC2=CC=CC=C2)F)C[C@@H]2N(CCC2)C(=O)C(C#N)=CC(C)(N2CCCCC2)C